C(C=C)OC1=C(C=CC=C1C)C 4-allyloxy-3,5-dimethyl-benzene